CN1C(=NN=C1)CC1(COC1)C=1C=C(C=CC1)C1=NC2=C(N1)C(=CC=C2)C(F)(F)F 2-(3-(3-((4-Methyl-4H-1,2,4-triazol-3-yl)methyl)oxetan-3-yl)phenyl)-7-(trifluoromethyl)-1H-benzo[d]imidazole